C1(=CC=CC=C1)C=CCOC=1C=C(C=CC1)C=CC(=O)C1=CC=C(C=C1)CC(=O)O 2-[4-[3-[3-(3-Phenylprop-2-enoxy)phenyl]prop-2-enoyl]phenyl]acetic acid